rac-(3aS,7aR)-1-[6-chloro-4-(difluoromethyl)pyridazin-3-yl]-2,3,3a,4,5,6,7,7a-octahydropyrrolo[2,3-c]pyridine ClC1=CC(=C(N=N1)N1CC[C@H]2[C@@H]1CNCC2)C(F)F |r|